tert-Butyl 3-(1-(2-amino-4-fluorophenyl)-1H-pyrrolo[2,3-c]pyridine-3-carbonyl)azetidine-1-carboxylate NC1=C(C=CC(=C1)F)N1C=C(C=2C1=CN=CC2)C(=O)C2CN(C2)C(=O)OC(C)(C)C